N[C@H](CCO)C1=CC=CC=C1 (R)-3-amino-3-phenylpropanol